4-chloro-3-methoxy-5-nitrobenzamide ClC1=C(C=C(C(=O)N)C=C1[N+](=O)[O-])OC